C(C(C)C)OCC(C)OCC(C)C propylene glycol di-i-Butyl ether